2-hydroxyethyl-dimethyl-benzyl-ammonium monomenthyl-glutarate C1(CC(C(CC1)C(C)C)OC(CCCC(=O)[O-])=O)C.OCC[N+](CC1=CC=CC=C1)(C)C